C(C)C1=C(C(=O)OC)C=C(C(=C1)C=1N(C=C(N1)C(F)(F)F)C)F Methyl 2-ethyl-5-fluoro-4-[1-methyl-4-(trifluoromethyl)imidazol-2-yl]benzoate